8-Cyclopentyl-N-(3-fluoro-5-((1-methyl-1H-pyrrol-3-yl)amino)benzyl)-7H-purine-6-carboxamide C1(CCCC1)C1=NC2=NC=NC(=C2N1)C(=O)NCC1=CC(=CC(=C1)NC1=CN(C=C1)C)F